CC1(OB(OC1(C)C)C1=CC=C(C=C1)C1=CC=C(C=C1)C1=CC=CC=C1)C 4,4,5,5-tetramethyl-2-[1,1':4',1''-Terphenyl]-4-yl-1,3,2-dioxaborolane